tert-butyl (3R,4S)-3-(4-chlorophenyl)-4-{[(3,5-dichlorophenyl)(methyl)carbamoyl](methyl)amino}pyrrolidine-1-carboxylate ClC1=CC=C(C=C1)[C@@H]1CN(C[C@H]1N(C)C(N(C)C1=CC(=CC(=C1)Cl)Cl)=O)C(=O)OC(C)(C)C